2,2,2-Trifluoroethyl (S)-2-(methylamino)-3-(naphthalen-2-yl)propanoate hydrochloride Cl.CN[C@H](C(=O)OCC(F)(F)F)CC1=CC2=CC=CC=C2C=C1